BrC=1C=CC2=C(N(C=N2)C2=CC=C(C(=O)OC)C=C2)C1F methyl 4-(6-bromo-7-fluoro-1H-benzo[d]imidazole-1-yl)benzoate